ClC=1C(=NC(=NC1)N1N=C(C=C1C)C)NC1=CC2=C(N(C(N2CCC(C)(C)O)=O)C)C=C1 5-[[5-chloro-2-(3,5-dimethylpyrazol-1-yl)pyrimidin-4-yl]amino]-3-(3-hydroxy-3-methyl-butyl)-1-methyl-benzimidazol-2-one